ClC1=NC=CC(=C1F)/C=C/C(=O)O (E)-3-(2-chloro-3-fluoropyridine-4-yl)-acrylic acid